C(C)(C)(C)OC(=O)N(C1CC=C(CC1)OS(=O)(=O)C(F)(F)F)C [4-[tert-butoxycarbonyl(methyl)amino]cyclohexen-1-yl]trifluoromethanesulfonate